3-[2-(4-chlorophenyl)benzotriazol-5-yl]-1,1-dimethyl-thiourea ClC1=CC=C(C=C1)N1N=C2C(=N1)C=CC(=C2)NC(N(C)C)=S